CN1[C@H]2CN([C@@H](C1)C2)C(=O)Cl (1r,4r)-5-methyl-2,5-diazabicyclo[2.2.1]heptane-2-carbonyl chloride